5-bromo-N-(2,2,2-trifluoro-1-(4-fluorophenyl)ethyl)pyridine-3-sulfonamide BrC=1C=C(C=NC1)S(=O)(=O)NC(C(F)(F)F)C1=CC=C(C=C1)F